N-(5-cyano-6-(1-methyl-1H-pyrazol-3-yl)pyridin-3-yl)-1-(quinolin-5-yl)-5-(trifluoromethyl)-1H-pyrazole-4-carboxamide C(#N)C=1C=C(C=NC1C1=NN(C=C1)C)NC(=O)C=1C=NN(C1C(F)(F)F)C1=C2C=CC=NC2=CC=C1